tert-butyl 4-(4-((9-cyclopentyl-7,7-difluoro-5-methyl-6-oxo-6,7,8,9-tetrahydro-5H-pyrimido[4,5-b][1,4]diazepin-2-yl)amino)-2-fluoro-5-methoxybenzamido)piperazine-1-carboxylate C1(CCCC1)N1C2=C(N(C(C(C1)(F)F)=O)C)C=NC(=N2)NC2=CC(=C(C(=O)NN1CCN(CC1)C(=O)OC(C)(C)C)C=C2OC)F